5-fluoro-N-(1-(2-fluorophenyl)ethyl)-2-hydroxy-N-methylnicotinamide FC=1C=NC(=C(C(=O)N(C)C(C)C2=C(C=CC=C2)F)C1)O